C(C1=CC=CC=C1)OC=1C=C2CC[C@@H]([C@@H](C2=CC1)C1=CC=C(OCCCCN2CCN(CC2)C(COC2=CC=C3C(=NN(C3=C2)C)C2C(NC(CC2)=O)=O)=O)C=C1)C1=CC=CC=C1 3-(6-(2-(4-(4-(4-((1R,2S)-6-(Benzyloxy)-2-phenyl-1,2,3,4-tetrahydronaphthalen-1-yl)phenoxy)butyl)piperazin-1-yl)-2-oxoethoxy)-1-methyl-1H-indazol-3-yl)piperidine-2,6-dione